Butylcumylperoxide C(CCC)OOC(C)(C)C1=CC=CC=C1